Methyl (3R,5S)-4-(3-(4-(4-hydroxypiperidin-1-yl)phenyl)-1H-pyrazolo[4,3-d]pyrimidin-5-yl)-3,5-dimethylpiperazine-1-carboxylate OC1CCN(CC1)C1=CC=C(C=C1)C1=NNC2=C1N=C(N=C2)N2[C@@H](CN(C[C@@H]2C)C(=O)OC)C